BrC1=C(C(=C(C(=O)O)C=C1)C)Cl 4-Bromo-3-chloro-2-methylbenzoic acid